BrC=1C(=CC=2C3=C(C(=NC2C1F)OC[C@H]1N(CCC1)C)C=CN3[C@@H]3C[C@H](N(CC3)C(=O)OC(C)(C)C)CCO)Cl tert-butyl (2S,4S)-4-(7-bromo-8-chloro-6-fluoro-4-(((S)-1-methylpyrrolidin-2-yl)methoxy)-1H-pyrrolo[3,2-c]quinolin-1-yl)-2-(2-hydroxyethyl)piperidine-1-carboxylate